BrC=1C=C2C(C=C(OC2=CC1C=O)C(=O)N1CCCC1)=O 6-bromo-4-oxo-2-(pyrrolidine-1-carbonyl)-4H-chromene-7-carbaldehyde